1-benzyl-2-chloropyridinium C(C1=CC=CC=C1)[N+]1=C(C=CC=C1)Cl